BrC1=CC2=C(CCC=3C(=NN(C23)C2=CC(=CC(=C2)Cl)Cl)C(=O)N2C(C(N(CC2)CCN2CC3=CC=CC=C3C2)=O)(C)C)C=C1OC 2-[2-[4-[8-bromo-1-(3,5-dichlorophenyl)-7-methoxy-4,5-dihydrobenzo[g]indazole-3-carbonyl]-3,3-dimethyl-2-oxo-piperazin-1-yl]ethyl]isoindoline